C(#N)C1=NC(=CC=C1N1CCC(CC1)(C(=O)N[C@H]1CN(CC1)C)C=1C=CC(=NC1)C=1C(=NC=CC1)OCC)C(F)(F)F 1-[2-cyano-6-(trifluoromethyl)pyridin-3-yl]-4-{2'-ethoxy-[2,3'-bipyridin]-5-yl}-N-[(3R)-1-methylpyrrolidin-3-yl]piperidine-4-carboxamide